CC1CCCC2(CCCCC12O)C perhydro-4,8a-dimethyl-4a-naphthol